6-(4-chloro-3-fluorophenyl)-3-(4-(pyridin-4-yl)-1H-imidazol-2-yl)-1,3-oxazinan ClC1=C(C=C(C=C1)C1CCN(CO1)C=1NC=C(N1)C1=CC=NC=C1)F